N-(2-methoxy-4-(2-methoxyethoxy)phenyl)-7-(1-methyl-1H-pyrazol-4-yl)quinolin-4-amine COC1=C(C=CC(=C1)OCCOC)NC1=CC=NC2=CC(=CC=C12)C=1C=NN(C1)C